NC1=C(C(=C(C=C1)C#CCCC(=O)OC)Br)F methyl 5-(4-amino-2-bromo-3-fluorophenyl)pent-4-ynoate